4-nitrophenyl 1-(4-methoxyphenyl)-3-methyl-5-oxo-4,5-dihydro-1H-pyrazole-4-carboxylate COC1=CC=C(C=C1)N1N=C(C(C1=O)C(=O)OC1=CC=C(C=C1)[N+](=O)[O-])C